(2R,3S)-3-((5-fluoro-2-(2-methoxy-7-methylquinoxalin-5-yl)benzo[d]thiazol-6-yl)oxy)butan-2-yl (2-(3-chloro-4-fluorobenzamido)pyrimidin-5-yl)carbamate ClC=1C=C(C(=O)NC2=NC=C(C=N2)NC(O[C@H](C)[C@H](C)OC2=CC3=C(N=C(S3)C3=C4N=CC(=NC4=CC(=C3)C)OC)C=C2F)=O)C=CC1F